ClC=1C=C(C=CC1F)C1=CSC2=C1C(NC=C2)=O 3-(3-chloro-4-fluorophenyl)-4-oxo-4H,5H-thieno[3,2-c]pyridin